1-(6-chloro-1-(2-(1,1-difluoroethyl)pyrimidin-4-yl)-1H-pyrazolo[4,3-c]pyridin-3-yl)-N-(4-methoxybenzyl)-N,4-dimethylpyrrolidin-3-amine ClC1=CC2=C(C=N1)C(=NN2C2=NC(=NC=C2)C(C)(F)F)N2CC(C(C2)C)N(C)CC2=CC=C(C=C2)OC